ethyl 4-chloro-4,4-diphenyl-2-oxobutyrate ClC(CC(C(=O)OCC)=O)(C1=CC=CC=C1)C1=CC=CC=C1